BrC=1N(C=C2C1CCCCC2=O)C 1-bromo-2-methyl-5,6,7,8-tetrahydrocyclohepta[c]pyrrol-4(2H)-one